C1=NC=C(C2=CC=CC=C12)NC(C#N)CNC1CC(C1)C 2-(isoquinolin-4-ylamino)-3-((3-methylcyclobutyl)amino)propanenitrile